tert-butyl 5-(7-(8-methoxy-[1,2,4]triazolo[1,5-a]pyridin-6-yl)-5,6-dimethyl-9H-carbazol-3-yl)-3,4-dihydropyridine-1(2H)-carboxylate COC=1C=2N(C=C(C1)C1=C(C(=C3C=4C=C(C=CC4NC3=C1)C=1CCCN(C1)C(=O)OC(C)(C)C)C)C)N=CN2